1-Acetyl-1H-1,2,3-triazolo[4,5-b]pyridine C(C)(=O)N1N=NC2=NC=CC=C21